7-(Chloromethyl)-3-ethyl-1,5-naphthyridine ClCC1=CN=C2C=C(C=NC2=C1)CC